L-alanyl-L-alanyl-L-glutamyl-L-glutamyl-L-phenylalanyl-L-valyl-L-asparaginyl-L-Tryptophanyl-L-leucyl-L-leucyl-L-alanyl-glycyl-glycyl-L-prolyl-L-seryl-L-seryl-glycine N[C@@H](C)C(=O)N[C@@H](C)C(=O)N[C@@H](CCC(=O)O)C(=O)N[C@@H](CCC(=O)O)C(=O)N[C@@H](CC1=CC=CC=C1)C(=O)N[C@@H](C(C)C)C(=O)N[C@@H](CC(N)=O)C(=O)N[C@@H](CC1=CNC2=CC=CC=C12)C(=O)N[C@@H](CC(C)C)C(=O)N[C@@H](CC(C)C)C(=O)N[C@@H](C)C(=O)NCC(=O)NCC(=O)N1[C@@H](CCC1)C(=O)N[C@@H](CO)C(=O)N[C@@H](CO)C(=O)NCC(=O)O